6-chloro-N-(2,2-difluoro-1,3-benzodioxol-4-yl)-1H-pyrrolo[2,3-b]pyridine-3-sulfonamide ClC1=CC=C2C(=N1)NC=C2S(=O)(=O)NC2=CC=CC=1OC(OC12)(F)F